2,4-Dioxo-3-(pyrimidin-4-ylmethyl)-N-phenyl-1,2,3,4-tetrahydropyrimidine-5-carboxamide O=C1NC=C(C(N1CC1=NC=NC=C1)=O)C(=O)NC1=CC=CC=C1